S1(CCCC1)(=O)=O thiolan-1,1-dion